1-isobutyl-1,7-dihydro-4H-pyrazolo[3,4-d]pyrimidin-4-one C(C(C)C)N1N=CC2=C1NC=NC2=O